C1C2=NC=NC3=C2C(OCC2C4C=CC(=CN32)N4)NC1 hexahydro-5H-4-oxa-3,10a,11,13,14-pentaaza-6,9-methanonaphtho[1,8-ab]heptalene